(R)-11-(4-chlorothien-2-yl)-8-((3S,5R)-3,5-dimethylpiperazin-1-yl)-3-(pyridin-2-yl)-10-(trifluoromethyl)-3,4-dihydro-2h,6h-[1,4]thiazepino[2,3,4-ij]quinazolin-6-one ClC=1C=C(SC1)C1=C(C=C2C(=NC(N3C2=C1SC[C@H](C3)C3=NC=CC=C3)=O)N3C[C@@H](N[C@@H](C3)C)C)C(F)(F)F